1-Tert-butyl 4-(3-methoxypyridin-4-yl)piperazine-1-carboxylate COC=1C=NC=CC1N1CCN(CC1)C(=O)OC(C)(C)C